N-(5-(3,5-difluorobenzyl)-1H-indazol-3-yl)-4-(4-(3-((2-(2,6-dioxopiperidin-3-yl)-1,3-dioxoisoindolin-4-yl)amino)propanyl)piperazin-1-yl)-2-((tetrahydro-2H-pyran-4-yl)amino)benzamide FC=1C=C(CC=2C=C3C(=NNC3=CC2)NC(C2=C(C=C(C=C2)N2CCN(CC2)CCCNC2=C3C(N(C(C3=CC=C2)=O)C2C(NC(CC2)=O)=O)=O)NC2CCOCC2)=O)C=C(C1)F